OC1(CN(C1)[C@@H]1[C@H](CCCC1)OC=1C=C2CN(C(C2=CC1)=O)C1C(NC(CC1)=O)=O)C1CCOCC1 3-(5-(((1S,2S)-2-(3-hydroxy-3-(tetrahydro-2H-pyran-4-yl)azetidin-1-yl)cyclohexyl)oxy)-1-oxoisoindolin-2-yl)piperidine-2,6-dione